1,3-dideuteromethoxy-5-methylbenzene [2H]COC1=CC(=CC(=C1)C)OC[2H]